N1N=CC(=C1)CCNC1=NC(=NC(=C1C)C)C(=O)NC(C)C1=C(C=CC=C1)Cl 4-((2-(1H-pyrazol-4-yl)ethyl)amino)-N-(1-(2-chlorophenyl)ethyl)-5,6-dimethylpyrimidine-2-carboxamide